[4-ethynyl-2-(3-methoxypropoxy)phenyl]methanamine C(#C)C1=CC(=C(C=C1)CN)OCCCOC